2-((1S,3S)-3-(7-chloro-8-(1-methyl-1H-indazol-5-yl)-2-oxo-6-((2-(trimethylsilyl)ethoxy)methyl)-3,6-dihydroimidazo[4,5-d]pyrrolo[2,3-b]pyridin-1(2H)-yl)cyclobutyl)acetonitrile ClC1=C(C=2C(=NC=C3C2N(C(N3)=O)C3CC(C3)CC#N)N1COCC[Si](C)(C)C)C=1C=C3C=NN(C3=CC1)C